NCC(CC1=C2C=CNC2=CC(=C1OC=1C=CC(=C(C1)C=1NC(=CN1)C(CCCCCC(=O)O)(C)C1=CC(=CC=C1)I)F)F)O 7-(2-(5-((4-(3-Amino-2-hydroxypropyl)-6-fluoro-1H-indol-5-yl)oxy)-2-fluorophenyl)-1H-imidazol-5-yl)-7-(3-iodo-phenyl)octanoic acid